1-(tert-butoxycarbonyl)-4-{[(9H-fluoren-9-ylmethoxy)carbonyl]amino}piperidine-4-carboxylic acid C(C)(C)(C)OC(=O)N1CCC(CC1)(C(=O)O)NC(=O)OCC1C2=CC=CC=C2C=2C=CC=CC12